FC12CC(C1)(C2)CNC(OC(C)(C)C)=O tert-butyl ((3-fluorobicyclo[1.1.1]pentan-1-yl)methyl)carbamate